heptafluorobutyl trifluoromethyl ether FC(F)(F)OCC(C(C(F)(F)F)(F)F)(F)F